2-(2-(cyclobutylidenemethyl)-5-ethyl-7-oxo-6-(piperazin-1-yl)-[1,2,4]triazolo[1,5-a]pyrimidin-4(7H)-yl)-N-(4-(pentafluoro-λ6-sulfaneyl)phenyl)acetamide C1(CCC1)=CC1=NN2C(N(C(=C(C2=O)N2CCNCC2)CC)CC(=O)NC2=CC=C(C=C2)S(F)(F)(F)(F)F)=N1